(Z)-3-(1-ethoxypropylidene)-2-oxo-N-(2,2,2-trifluoroethyl)indoline-5-carboxamide C(C)O\C(\CC)=C\1/C(NC2=CC=C(C=C12)C(=O)NCC(F)(F)F)=O